Water Calcium lactate C(C(O)C)(=O)[O-].[Ca+2].O.C(C(O)C)(=O)[O-]